ClC=1N=C(C=C2C1COCC2)CN(C)C 1-(8-Chloro-3,4-dihydro-1H-pyrano[3,4-c]pyridin-6-yl)-N,N-dimethylmethylamine